C(C)(C)(C)OC(CN1CCN(CCN(CCN(CC1)CC(=O)OC(C)(C)C)CC(=O)OC(C)(C)C)CC(=O)O)=O.FC1=C(C(=O)NC2=NC(=CC=C2)C2=NN=CN2C(C)C)C=C(C(=C1)F)N1C=NC=C1CO 2,4-difluoro-5-(5-(hydroxymethyl)-1H-imidazol-1-yl)-N-(6-(4-isopropyl-4H-1,2,4-triazol-3-yl)pyridin-2-yl)benzamide Tri-tert-butyl-1,4,7,10-Tetraazacyclododecane-1,4,7,10-tetraacetate